C(C)(C)(C)OC(=O)N[C@@H]1C[C@H](N(C1)C(=O)OCC1=CC=CC=C1)C(N(CCC(CCC1=CC=CC=C1)=O)[C@@H](C(=O)OC)CC(NC(C1=CC=CC=C1)(C1=CC=CC=C1)C1=CC=CC=C1)=O)=O (2S,4R)-benzyl 4-((tert-butoxycarbonyl)amino)-2-(((R)-1-methoxy-1,4-dioxo-4-(tritylamino)butan-2-yl)(3-oxo-5-phenylpentyl)carbamoyl)pyrrolidine-1-carboxylate